C(C)CS(=O)(=O)O.NC=1C=C(C(=O)O)C=CC1 m-aminobenzoic acid ethyl-methanesulfonate